5,6-Dibromo-2,3-dihydro-1,1,2,2,3,3-hexamethyl-1H-inden-4,7-d2 BrC1=C(C=2C(C(C(C2C(=C1Br)[2H])(C)C)(C)C)(C)C)[2H]